C(C)(C)(C)[Pd](C1=CC=C(C=C1)N(C)C)(C(C)(C)C)(Cl)Cl bis-tert-butyl-(4-dimethylaminophenyl)palladium dichloride